Bis(amino)butyl-germanium hydride NC(CCC[GeH])N